1-(4-isothiocyanato-2-(trifluoromethyl)phenyl)-N,N-dimethylmethylamine N(=C=S)C1=CC(=C(C=C1)CN(C)C)C(F)(F)F